C1(=CC=C(C=C1)[SeH]1C(=CC=C1)S(=O)(=O)[O-])C1=CC=CC=C1 Se-[1,1'-biphenyl]-4-ylselenophenylsulfonate